C(CCCCCCCCC)I n-decyliodide